CN(C=1C=CC(=C(C1)N1/C(/SCC1=O)=N/C(=O)NC1=C(C=C(C=C1)C1=NN(C=N1)C1=CC=C(C=C1)OC(F)(F)F)F)C(C)C)C (Z)-1-(3-(5-(dimethylamino)-2-isopropylphenyl)-4-oxothiazolidin-2-ylidene)-3-(2-fluoro-4-(1-(4-(trifluoromethoxy)phenyl)-1H-1,2,4-triazol-3-yl)phenyl)urea